(S)-1-(7-chloro-8-fluoro-2-(((2R,7aS)-2-fluorohexahydro-1H-pyrrolizin-7a-yl)methoxy)pyrido[4,3-d]pyrimidin-4-yl)-3-methylpiperidin-3-ol ClC1=C(C=2N=C(N=C(C2C=N1)N1C[C@](CCC1)(O)C)OC[C@]12CCCN2C[C@@H](C1)F)F